[Na].C(CCCCC)C(C(=O)OC(CCCCCCCCC)C(CCCCCCCC)OC(C(CCCCCCCC)CCCCCC)=O)CCCCCCCC (±)-syn-10,11-bis(2-hexyldecanoyloxy)nonadecane sodium